2-(2-(3-(phenylsulfonyl)ureido)phenylsulfonylamino)benzoic acid ethyl ester C(C)OC(C1=C(C=CC=C1)NS(=O)(=O)C1=C(C=CC=C1)NC(=O)NS(=O)(=O)C1=CC=CC=C1)=O